tert-butyl (2R,5S)-5-[2-(4-chloro-3-fluorophenoxy)acetamido]-2-[N-(3-cyclopropoxycyclobutanecarbonyl)hydrazinecarbonyl]piperidine-1-carboxylate ClC1=C(C=C(OCC(=O)N[C@H]2CC[C@@H](N(C2)C(=O)OC(C)(C)C)C(=O)N(N)C(=O)C2CC(C2)OC2CC2)C=C1)F